CO[Si](CCSSSSCC[Si](OC)(OC)OC)(OC)OC bis-(2-trimethoxysilylethyl) tetrasulfide